FC1=CC=C(C=C1)C=1C=C2C(=C(C(N(C2=NC1)CCN1CCC(CC1)O)=O)C(=O)NC12CC(C1)(C2)C)O 6-(4-fluorophenyl)-4-hydroxy-1-(2-(4-hydroxypiperidin-1-yl)ethyl)-N-(3-methylbicyclo[1.1.1]pentan-1-yl)-2-oxo-1,2-dihydro-1,8-naphthyridine-3-carboxamide